C1(CC1)CC(=O)N1CCC(CC1)C1CN(C1)[C@@H]1[C@H](CCCC1)OC=1C=C2CN(C(C2=CC1)=O)C1C(NC(CC1)=O)=O 3-(5-(((1S,2S)-2-(3-(1-(2-cyclopropylacetyl)piperidin-4-yl)azetidin-1-yl)cyclohex-yl)oxy)-1-oxoisoindolin-2-yl)piperidine-2,6-dione